C(C)(C)(C)OC(CCCCCCCCCCCCCCCCC(=O)O)=O 18-(t-butoxy)-18-oxooctadecanoic acid